2-[2-[2-[(2-Fmoc-amino-2-methyl-propanoyl)amino]ethoxy]ethoxy]acetic acid C(=O)(OCC1C2=CC=CC=C2C2=CC=CC=C12)C(C(=O)NCCOCCOCC(=O)O)(CN)C